(1-(1-(6-((R)-3-((tert-butoxycarbonyl)amino)piperidin-1-yl)pyridazin-3-yl)ethyl)-1H-imidazol-4-yl)boronic acid C(C)(C)(C)OC(=O)N[C@H]1CN(CCC1)C1=CC=C(N=N1)C(C)N1C=NC(=C1)B(O)O